FC=1C(=C(C=CC1F)[C@H]1[C@@H](O[C@]([C@H]1C)(C(F)(F)F)C)C(=O)NC1=CC2=C(CNS2(=O)=O)C=C1)OC |o1:8,9,11,12| rel-(2R,3S,4S,5R)-3-(3,4-difluoro-2-methoxyphenyl)-N-(1,1-dioxo-2,3-dihydrobenzo[d]isothiazol-6-yl)-4,5-dimethyl-5-(trifluoromethyl)tetrahydrofuran-2-carboxamide